ClC=1C=CC(=C(C1)C1=CC(=C(N1C)C)C(=O)N(C1=CC=NC=C1)C1=CC=C(C=C1)O)C(=O)N1CC2=CC=CC=C2C[C@H]1CN1CCOCC1 5-(5-chloro-2-{[(3S)-3-(morpholin-4-ylmethyl)-3,4-dihydroisoquinolin-2(1H)-yl]carbonyl}phenyl)-N-(4-hydroxyphenyl)-1,2-dimethyl-N-(pyridin-4-yl)-1H-pyrrole-3-carboxamide